C(C)(C)(C)OC(=O)N1CCC(=CC1)C#CC#CCCCO 4-(7-hydroxyhept-1,3-diyn-1-yl)-3,6-dihydropyridine-1(2H)-carboxylic acid tert-butyl ester